7,8,9,10-Tetrafluoro-1H,2H,3H,4H,6H,7H,12H,12bH-indolo[2,3-a]quinolizin-4-one FC1C2=C(C3CCCC(N3C1)=O)NC1=CC(=C(C(=C12)F)F)F